OC(COC=1C=C(C=2N(C1)N=CC2C#N)C=2C=NC(=CC2)N2CC1N(C(C2)C1)C(=O)N1C[C@H](CC1)OC)(C)C 6-(2-hydroxy-2-methylpropoxy)-4-(6-(6-((S)-3-methoxypyrrolidine-1-carbonyl)-3,6-diazabicyclo[3.1.1]heptan-3-yl)pyridin-3-yl)pyrazolo[1,5-a]pyridine-3-carbonitrile